tert-butyl (R)-3-((S)-3-(3-((2-aminoethyl)amino)phenyl)-1-(tert-butoxy)-1-oxopropan-2-yl)pyrrolidine-1-carboxylate NCCNC=1C=C(C=CC1)C[C@H](C(=O)OC(C)(C)C)[C@@H]1CN(CC1)C(=O)OC(C)(C)C